CN1C(=CC=2C1=NC(=CN2)C(=O)OC)C2(CC2)C(F)(F)F Methyl 5-methyl-6-[1-(trifluoromethyl)cyclopropyl]pyrrolo[2,3-b]pyrazine-3-carboxylate